4-(2-((2-(2-cyclopropyl-1H-imidazol-1-yl)pyridin-4-yl)oxy)ethoxy)benzonitrile C1(CC1)C=1N(C=CN1)C1=NC=CC(=C1)OCCOC1=CC=C(C#N)C=C1